2-fluoro-6-methyl-4-[[3-[3-(trifluoromethyl)-1H-pyrazol-4-yl]imidazo[1,2-a]pyrazin-8-yl]amino]benzoic acid FC1=C(C(=O)O)C(=CC(=C1)NC=1C=2N(C=CN1)C(=CN2)C=2C(=NNC2)C(F)(F)F)C